tin mono-selenide [Sn]=[Se]